triazinetrithiol trisodium salt hydrate O.[Na].[Na].[Na].N1=NN=C(C(=C1S)S)S